The molecule is a divalent inorganic anion obtained by removal of both protons from manganic acid. It is a manganese oxoanion and a divalent inorganic anion. It is a conjugate base of a hydrogen manganate. [O-][Mn](=O)(=O)[O-]